BrC=1C=CC=C2C(CCOC12)(C(=O)NNC)C 8-Bromo-N',4-dimethyl-chromane-4-carbohydrazide